(5-amino-1-{6-[(2,6-difluorophenyl)oxy]-4-methylpyridin-3-yl}pyrazol-4-yl)[8-methyl-7-(oxetan-3-yl)-5,6,7,8-tetrahydro-1H-pyrrolo[3,2-g]isoquinolin-2-yl]methanone NC1=C(C=NN1C=1C=NC(=CC1C)OC1=C(C=CC=C1F)F)C(=O)C1=CC=2C=C3CCN(C(C3=CC2N1)C)C1COC1